BrC=1C=CC=2N(C1C)N=C(N2)C(=O)OC methyl 6-bromo-5-methyl-[1,2,4]triazolo[1,5-a]pyridine-2-carboxylate